1-(2-chloroethyl)pyrrolidin-2-one ClCCN1C(CCC1)=O